FC1(CC(C1)O[C@H]1C[C@@H](N(CC1)CC1=C2C=CNC2=C(C=C1OC)C)C1=CC=C(C(=O)O)C=C1)F 4-((2R,4R)-4-(3,3-difluorocyclobutoxy)-1-((5-methoxy-7-methyl-1H-indol-4-yl)methyl)piperidin-2-yl)benzoic acid